ClC=1C(=NC(=NC1)N[C@H]1[C@@H](COCC1)O)C1=CC=C2C(NC3(C2=C1)CCC3)=O 6'-(5-chloro-2-(((3S,4R)-3-hydroxytetrahydro-2H-pyran-4-yl)amino)pyrimidin-4-yl)spiro[cyclobutane-1,1'-isoindolin]-3'-one